3-amino-2-(1H-tetrazole-5-yl)-ethyl acrylate C(C=C)(=O)OCCC1=NN(NN1)N